FC(SC1=CC=C(C(=O)O)C=C1)(F)F 4-((trifluoromethyl)thio)benzoic Acid